N[C@](C(=O)N)(CC1=CC=C(C=C1)N(CCCl)CCCl)CCCN=[N+]=[N-] (S)-2-Amino-(3-azidopropyl)-3-(4-(bis(2-chloroethyl)amino)phenyl)propanamide